6-(2-((8-(4-(trifluoromethoxy)phenyl)-9H-purin-9-yl)methyl)phenoxy)hexanoic acid FC(OC1=CC=C(C=C1)C=1N(C2=NC=NC=C2N1)CC1=C(OCCCCCC(=O)O)C=CC=C1)(F)F